(3E)-N-((1R,2R,4S)-7-cyano-7-azabicyclo[2.2.1]heptan-2-yl)-4-(2,5-dichlorophenyl)-N-methyl-3-butenamide C(#N)N1[C@H]2[C@@H](C[C@@H]1CC2)N(C(C\C=C\C2=C(C=CC(=C2)Cl)Cl)=O)C